ClC=1C(=CC(=C(C1)C1=C(C=C2C(NC(N3C2=C1SCC1(C3)CC(C1)=O)=O)=O)C(F)(F)F)F)F 11'-(5-chloro-2,4-difluorophenyl)-10'-(trifluoromethyl)-2'H,4'H,6'H-spiro[cyclobutane-1,3'-[1,4]thiazepino[2,3,4-ij]quinazoline]-3,6',8'(7'H)-trione